FC(O[C@H]1C[C@H](C1)N1N=CC(=C1)C12CC(C1)(C2)N)(F)F 3-(1-(cis-3-(trifluoromethoxy)cyclobutyl)-1H-pyrazol-4-yl)bicyclo[1.1.1]pentan-1-amine